C(CCCC)CCCCN(CCCC)C 4-pentylbutylmethylbutylamine